2-(aminomethyl)-6'-chloro-2'-ethyl-1',2'-dihydro-3'H-spiro[cyclopropane-1,4'-isoquinoline]-3'-one NCC1CC12C(N(CC1=CC=C(C=C21)Cl)CC)=O